(S)-N-(4-(3-aminopiperidin-1-yl)-5-(4-fluoro-3-(trifluoromethyl)phenyl)pyridin-2-yl)-2-(2-fluoro-6-methoxyphenyl)pyrimidin-4-amine hydrochloride Cl.N[C@@H]1CN(CCC1)C1=CC(=NC=C1C1=CC(=C(C=C1)F)C(F)(F)F)NC1=NC(=NC=C1)C1=C(C=CC=C1OC)F